BrC1=C(C(=CC=C1)Br)CC(=O)OC methyl (2,6-dibromophenyl)acetate